C1(CC12CC2)CO spiro[2.2]pent-1-ylmethanol